C1(=CC=CC=C1)C=1C(=NN(C1C#N)C=1C=C(C=CC1)C)C(F)(F)F 4-phenyl-1-(m-tolyl)-3-trifluoromethyl-1H-pyrazole-5-carbonitrile